[Na].CO[C@@H]1CN(CC1)C1=CC(=NC(=N1)C1=CC=CC=C1)C(=O)O (S)-6-(3-methoxypyrrolidin-1-yl)-2-phenylpyrimidine-4-carboxylic acid sodium